OCCCCC1=CC=C2CCCN(C2=N1)C(=O)OC(C)(C)C tert-butyl 7-(4-hydroxybutyl)-3,4-dihydro-1,8-naphthyridine-1(2H)-carboxylate